N-((2,6-dihydroxy-5'-methyl-4-pentyl-2'-(prop-1-en-2-yl)-[1,1'-biphenyl]-3-yl)sulfonyl)-3-morpholinopropanamide OC1=C(C(=CC(=C1S(=O)(=O)NC(CCN1CCOCC1)=O)CCCCC)O)C1=C(C=CC(=C1)C)C(=C)C